IC=1C=C(C=CC1)/C=C/C(=O)C1=NC=CC2=C1NC1=CC=C(C=C21)OC (E)-3-(3-iodophenyl)-1-(6-methoxy-9H-pyrido[3,4-b]indol-1-yl)prop-2-en-1-one